C(C1=CC=CC=C1)N([C@H]1C[C@H](C(C1)(C(=O)OCC)C)CC)CC1=CC=CC=C1 (2R,4S)-ethyl 4-(dibenzylamino)-2-ethyl-1-methylcyclopentanecarboxylate